ClC1=CC=C(C=N1)CNC1=C(C=CC=C1F)F N-((6-Chloropyridin-3-yl)methyl)-2,6-difluoroaniline